(S)-tert-butyl 7-(3-(3-((3-ethoxy-1-(6-methoxypyridin-3-yl)-3-oxopropyl) amino) azetidin-1-yl) propyl)-3,4-dihydro-1,8-naphthyridine-1(2H)-carboxylate C(C)OC(C[C@@H](C=1C=NC(=CC1)OC)NC1CN(C1)CCCC1=CC=C2CCCN(C2=N1)C(=O)OC(C)(C)C)=O